[Ru].B.[Fe].[Co] cobalt iron boran ruthenium